(naphthalen-2-yl)-N4,N4-bis(4-(naphthalen-2-yl(phenyl)amino)phenyl)-N1-phenylbenzene-1,4-diamine C1=C(C=CC2=CC=CC=C12)C1=C(C=CC(=C1)N(C1=CC=C(C=C1)N(C1=CC=CC=C1)C1=CC2=CC=CC=C2C=C1)C1=CC=C(C=C1)N(C1=CC=CC=C1)C1=CC2=CC=CC=C2C=C1)NC1=CC=CC=C1